C(C1=CC=CC=C1)NC1=C2N=CN(C2=NC(=N1)C1=CC(=CC=C1)O)[C@H]1[C@@H]([C@@H]([C@H](O1)C(=O)NC)O)O (2S,3S,4R,5R)-5-(6-(benzylamino)-2-(3-hydroxylphenyl)-9H-purin-9-yl)-3,4-dihydroxyl-N-methyltetrahydrofuran-2-carboxamide